O=C1N(C=CC2=C(C=CC=C12)CC(=O)OC(C)(C)C)COCC[Si](C)(C)C tert-Butyl 2-(1-oxo-2-((2-(trimethylsilyl)ethoxy)methyl)-1,2-dihydroisoquinolin-5-yl)acetate